N-(4-bromo-2-carbamoyl-6-methyl-phenyl)-5-[[5-(4-bromophenyl)tetrazol-2-yl]methyl]-2-(2,2-difluoroethyl)pyrazole-3-carboxamide BrC1=CC(=C(C(=C1)C)NC(=O)C=1N(N=C(C1)CN1N=C(N=N1)C1=CC=C(C=C1)Br)CC(F)F)C(N)=O